OC1=CC=C(C=C1)C1=NC2=C(N1C(C(=O)O)CC(C)C)C=CC=C2 2-[2-(4-hydroxy-phenyl)-benzimidazol-1-yl]-4-methyl-pentanoic acid